FC1=CC=C(C=C1)C1=NC=NC(=C1C)N1CCC(CC1)OC=1C=NC(=CC1)OC 4-(4-fluorophenyl)-6-(4-((6-methoxypyridin-3-yl)oxy)piperidin-1-yl)-5-methylpyrimidine